NC1=NC=NN2C1=C(C=C2C=2C(=CC(=C(C(=O)N[C@@H]1CN(C[C@@H]1F)C(C(C)(C)F)=O)C2)F)F)C(F)(F)F 5-[4-amino-5-(trifluoromethyl)pyrrolo[2,1-f][1,2,4]triazin-7-yl]-2,4-difluoro-N-[(3R,4S)-4-fluoro-1-(2-fluoro-2-methylpropanoyl)pyrrolidin-3-yl]benzamide